di-zinc acetate C(C)(=O)[O-].[Zn+2].[Zn+2].C(C)(=O)[O-].C(C)(=O)[O-].C(C)(=O)[O-]